rac-1-(3-(aminomethyl)phenyl)-N-(5-((cyclopropylmethylamino)(2-hydroxyphenyl)methyl)-2-fluorophenyl)-3-(trifluoromethyl)-1H-pyrazole-5-carboxamide NCC=1C=C(C=CC1)N1N=C(C=C1C(=O)NC1=C(C=CC(=C1)[C@H](C1=C(C=CC=C1)O)NCC1CC1)F)C(F)(F)F |r|